triethyl-Silicon C(C)[Si](CC)CC